ClC=1C=C2C(=CN1)N(C(=C2)C(=O)C2=C(C(=CC(=C2F)OC)OC)F)C (5-chloro-1-methyl-1H-pyrrolo[2,3-c]pyridin-2-yl)(2,6-difluoro-3,5-dimethoxyphenyl)methanone